2-(2,6-dimethyl-4-((5-oxo-4-(3-(trifluoromethyl)phenyl)-4,5-dihydro-1H-1,2,4-triazol-1-yl)methyl)phenoxy)-2-methylpropanoic acid CC1=C(OC(C(=O)O)(C)C)C(=CC(=C1)CN1N=CN(C1=O)C1=CC(=CC=C1)C(F)(F)F)C